COC=1C=C2NCCN(C2=CC1)C(=O)NC1=CC=C(C=C1)OC(F)(F)F 6-methoxy-N-(4-(trifluoromethoxy)phenyl)-3,4-dihydroquinoxaline-1(2H)-carboxamide